N,N'-bis(1,4-dimethylpentyl)-p-phenylendiamine CC(CCC(C)C)NC1=CC=C(C=C1)NC(CCC(C)C)C